2-(5-methoxypyridin-3-yl)-9,9-dimethyl-8-oxo-2-azaspiro[4.5]dec-6-ene-7-carbonitrile COC=1C=C(C=NC1)N1CC2(CC1)C=C(C(C(C2)(C)C)=O)C#N